4-(2-Amino-2-methylpropanoyl)-N-[1-(4-{[(3R)-3-aminopiperidin-1-yl]methyl}phenyl)-2-oxo-1,2-dihydropyrimidin-4-yl]piperazine-1-carboxamide hydrochloride salt Cl.NC(C(=O)N1CCN(CC1)C(=O)NC1=NC(N(C=C1)C1=CC=C(C=C1)CN1C[C@@H](CCC1)N)=O)(C)C